diethylammonium (2R,3R)-2-(3,4-dihydroxy-5-oxidophenyl)-3,5-dihydroxy-4-oxochroman-7-olate OC=1C=C(C=C(C1O)[O-])[C@H]1OC2=CC(=CC(=C2C([C@@H]1O)=O)O)[O-].C(C)[NH2+]CC.C(C)[NH2+]CC